C(CC(C)C)[Si](OC)(OC)OC Isopentyltrimethoxysilane